tert-Butyl {(6R,8R)-8-[2-bromo-6-(difluoromethoxy)phenyl]-2-chloro-7,8-dihydro-6H-pyrrolo[2',1':2,3]imidazo[4,5-b]pyridin-6-yl}carbamate BrC1=C(C(=CC=C1)OC(F)F)[C@H]1C[C@H](C2=NC=3C(=NC(=CC3)Cl)N21)NC(OC(C)(C)C)=O